6'-(2-(4,6-diphenylpyrimidin-2-yl)phenyl)spiro[cyclohexane-1,9'-fluorene]-2'-carbonitrile C1(=CC=CC=C1)C1=NC(=NC(=C1)C1=CC=CC=C1)C1=C(C=CC=C1)C=1C=C2C=3C=CC(=CC3C3(C2=CC1)CCCCC3)C#N